5-chloro-1-ethyl-6-oxo-2-(2,4,6-trifluorophenyl)-1,6-dihydropyridin-3-carboaldehyde ClC1=CC(=C(N(C1=O)CC)C1=C(C=C(C=C1F)F)F)C=O